ClC=1C=CC(=C(C1)C1=C2C(=NC(=C1)C)C(=CS2)C(=O)OC)OCCN2C(=NC1=C(C2=O)CNCC1)C methyl 7-[5-chloranyl-2-[2-(2-methyl-4-oxidanylidene-5,6,7,8-tetrahydropyrido[4,3-d]pyrimidin-3-yl)ethoxy]phenyl]-5-methyl-thieno[3,2-b]pyridine-3-carboxylate